3-(6-(4-(2-((1r,4r)-4-aminocyclohexyl)ethyl)piperazin-1-yl)-1-methyl-1H-indazol-3-yl)piperidine-2,6-dione NC1CCC(CC1)CCN1CCN(CC1)C1=CC=C2C(=NN(C2=C1)C)C1C(NC(CC1)=O)=O